6-chloro-3-iodo-2-methylfuro[3,2-b]pyridine ClC=1C=C2C(=NC1)C(=C(O2)C)I